3-(4-((4-(4-(4-amino-3-(4-phenoxyphenyl)-1H-pyrazolo[3,4-d]pyrimidin-1-yl)piperidin-1-yl)-4-oxobutyl)thio)-1-oxoisoindoline-2-yl)piperidine-2,6-dione NC1=C2C(=NC=N1)N(N=C2C2=CC=C(C=C2)OC2=CC=CC=C2)C2CCN(CC2)C(CCCSC2=C1CN(C(C1=CC=C2)=O)C2C(NC(CC2)=O)=O)=O